C(=O)OC1=C(C(=CC(=C1)C)F)C1=C(N=C(N=N1)N[C@H]1CN(CCC1)C)C 3-fluoro-5-methyl-2-(5-methyl-3-{[(3R)-1-methylpiperidin-3-yl]amino}-1,2,4-triazin-6-yl)phenol formate